CC1=C(C(=CC=C1)C)NC1=NN(C2=NC(=NC=C21)NC2=CC=CC=N2)C 6-((3-((2,6-dimethylphenyl)amino)-1-methyl-1H-pyrazolo[3,4-d]pyrimidin-6-yl)amino)pyridine